((1R,2S,4R)-4-[(5-{[4-(3,4-Dichlorobenzyl)-2-thienyl]carbonyl}pyrimidin-4-yl)amino]-2-hydroxycyclopentyl)methyl sulfamate S(N)(OC[C@@H]1[C@H](C[C@@H](C1)NC1=NC=NC=C1C(=O)C=1SC=C(C1)CC1=CC(=C(C=C1)Cl)Cl)O)(=O)=O